1-(6-methylpyridin-3-yl)dihydropyrimidine-2,4(1H,3H)-dione CC1=CC=C(C=N1)N1C(NC(CC1)=O)=O